[Ag]Cl.C1(=CC=CC=C1)P(C1=CC=CC=C1)C1=CC=CC=C1.C1(=CC=CC=C1)P(C1=CC=CC=C1)C1=CC=CC=C1.C1(=CC=CC=C1)P(C1=CC=CC=C1)C1=CC=CC=C1 tris(triphenylphosphine) silver (I) chloride